N-[6-(2-hydroxypropan-2-yl)pyridin-3-yl]-6-methyl-3-oxo-2-[2-(2,2,2-trifluoroethoxy)phenyl]-2,3-dihydropyridazine-4-carboxamide OC(C)(C)C1=CC=C(C=N1)NC(=O)C=1C(N(N=C(C1)C)C1=C(C=CC=C1)OCC(F)(F)F)=O